3-((3-fluoro-2-methoxy-4-(piperazin-1-yl)phenyl)amino)piperidine-2,6-dione FC=1C(=C(C=CC1N1CCNCC1)NC1C(NC(CC1)=O)=O)OC